piperidin-4-ylmethyl 4-(((2-(6-(4-chlorophenyl) pyridin-3-yl) cyclopropyl) amino) methyl)-4-fluoropiperidine-1-carboxylate ClC1=CC=C(C=C1)C1=CC=C(C=N1)C1C(C1)NCC1(CCN(CC1)C(=O)OCC1CCNCC1)F